3-[N-(2-methacryloyloxyethyl)-N,N-dimethylammonio]propanesulfonic acid C(C(=C)C)(=O)OCC[N+](C)(C)CCCS(=O)(=O)O